C(#N)C(C(=O)O)=CC(C)(C)N1CC(CC1)(F)F 2-cyano-4-(3,3-difluoropyrrolidin-1-yl)-4-methylpent-2-enoic acid